Cl.C(C)NC(C)C1=NC=C(C=C1F)C(F)(F)F N-ethyl-1-(3-fluoro-5-(trifluoromethyl)pyridin-2-yl)ethan-1-amine hydrochloride